2-((2-(3-Chlorophenyl)-2-(4-(5-morpholino-1H-pyrrolo[2,3-b]pyridin-3-yl)-2-oxopyridin-1(2H)-yl)ethyl)(methyl)amino)acetonitrile ClC=1C=C(C=CC1)C(CN(CC#N)C)N1C(C=C(C=C1)C1=CNC2=NC=C(C=C21)N2CCOCC2)=O